2,2'-dimethoxy-3,3'-diaminobiphenyl COC1=C(C=CC=C1N)C1=C(C(=CC=C1)N)OC